OC[C@@H]1CC[C@H](CC1)OC1CCN(CC1)C(=O)OCC1=CC=CC=C1 trans-benzyl 4-[4-(hydroxymethyl)cyclohexoxy]piperidine-1-carboxylate